5-(trifluoromethyl)dibenzothiophenium FC([S+]1C2=C(C3=C1C=CC=C3)C=CC=C2)(F)F